D-glycero-D-altro-heptitol C([C@@H](O)[C@H](O)[C@H](O)[C@H](O)[C@H](O)CO)O